N-(4-hydroxy-4-methylcyclohexyl)nicotinamid OC1(CCC(CC1)NC(C1=CN=CC=C1)=O)C